N[C@H]1CN(CCC1)C(=O)C=1C=CC=2N(C1)N=C(C2C)C=2N(C1=C(C=CC=C1C2)C2CCN(CC2)C(=O)[C@@H]2C[C@@H](CCC2)O)CC2CC2 ((R)-3-aminopiperidin-1-yl)(2-(1-(cyclopropylmethyl)-7-(1-((1S,3R)-3-hydroxycyclohexane-1-carbonyl)piperidin-4-yl)-1H-indol-2-yl)-3-methylpyrazolo[1,5-a]pyridin-6-yl)methanone